5-(dimethylphosphoryl)-2-(prop-2-yn-1-ylamino)benzonitrile CP(=O)(C)C=1C=CC(=C(C#N)C1)NCC#C